4-Fluoro-5,5-dimethyl-11-oxo-3-[4-(3-oxo-piperazin-1-yl)-piperidin-1-yl]-6,11-dihydro-5H-pyrido[4,3-b]carbazole-8-carboxylic acid amide FC1=C(N=CC2=C1C(C=1NC=3C=C(C=CC3C1C2=O)C(=O)N)(C)C)N2CCC(CC2)N2CC(NCC2)=O